C(C)OC(=O)C=1SC=C2NC(N(C(C21)=O)C2=C(C=CC(=C2)OCC2=C(C(=CC=C2OCCO)F)F)F)=O 5-Ethoxycarbonyl-3-{2-fluoro-5-[2,3-difluoro-6-(2-hydroxy-ethoxy)benzyloxy]phenyl}thieno[3,4-d]pyrimidine-2,4(1H,3H)-dione